Tert-butyl 2-(3-{(1S)-1-[(tert-Butoxycarbonyl) amino] ethyl}-5-methyl-4H-1,2,4-triazol-4-yl)-4,5-dimethylthiophene-3-carboxylate C(C)(C)(C)OC(=O)N[C@@H](C)C1=NN=C(N1C=1SC(=C(C1C(=O)OC(C)(C)C)C)C)C